C1(CC1)C1=C(C=CC=C1CC(=O)N[C@H]1C(CCC[C@@H]1O[C@@H]1CN(CC1)CC1CC1)(F)F)C1=CC(=CC(=C1)F)F 2-(2-cyclopropyl-3',5'-difluoro-[1,1'-biphenyl]-3-yl)-N-((1R,6S)-6-(((S)-1-(cyclopropylmethyl)pyrrolidin-3-yl)oxy)-2,2-difluorocyclohexyl)acetamide